N-(3-chloro-4-fluorophenyl)-7-fluoro-3,3-dimethyl-1-(3-methylureido)-2,3-dihydro-1H-indene-4-carboxamide ClC=1C=C(C=CC1F)NC(=O)C=1C=2C(CC(C2C(=CC1)F)NC(=O)NC)(C)C